NCC1=NC2=C(N1)C(=C1C(=C2)CC(C1)CN1CCC2(CN(C(O2)=O)C2=NC3=C(OCC(N3)=O)N=C2)CC1)F 6-[8-[[2-(Aminomethyl)-8-fluoro-1,5,6,7-tetrahydrocyclopenta[f]benzimidazol-6-yl]methyl]-2-oxo-1-oxa-3,8-diazaspiro[4.5]decan-3-yl]-4H-pyrazino[2,3-b][1,4]oxazin-3-one